5-((9S)-8-chloro-7-fluoro-10a-phenyl-1,2,3,4,10,10a-hexahydropyrazino[1,2-a]indol-9-yl)-4-fluoroindole-6-carboxamide formate salt C(=O)O.ClC1=C(C=2CC3(N(C2C=C1F)CCNC3)C3=CC=CC=C3)C=3C(=C1C=CNC1=CC3C(=O)N)F